1,2-dimethyl-azocane dicaffeinemalate N1(CC(C(C(=O)O)O)C(=O)O)C(=O)N(C)C=2N=CN(C)C2C1=O.N1(CC(C(C(=O)O)O)C(=O)O)C(=O)N(C)C=2N=CN(C)C2C1=O.CN1C(CCCCCC1)C